tin-lead oxide [Pb]=O.[Sn]